C(C)(C)(C)OC(=O)N1CCC(=CC1)C=1C=NC(=CC1OC)N 6-amino-4-methoxy-1',2',3',6'-tetrahydro-[3,4'-bipyridine]-1'-carboxylic acid tert-butyl ester